4-(4-carbamoyl-3-((3,5-dimethoxyphenyl)ethynyl)-1H-pyrazol-1-yl)piperidine-1-carboxylic acid tert-butyl ester C(C)(C)(C)OC(=O)N1CCC(CC1)N1N=C(C(=C1)C(N)=O)C#CC1=CC(=CC(=C1)OC)OC